ClC1=CC=C(C=N1)NC1=C(C=NC=C1)[N+](=O)[O-] 6-chloro-N-(3-nitro-4-pyridyl)pyridin-3-amine